(S)-4-methyl-2-(4-methylphenyl-sulphonamido)-N-(4-morpholinophenyl)pentanamide CC(C[C@@H](C(=O)NC1=CC=C(C=C1)N1CCOCC1)NS(=O)(=O)C1=CC=C(C=C1)C)C